C(C)(C)(C)NC(=O)NC=1C(=CC2=C(N=C(N=C2)NCCC#C)N1)C1=CC(=CC(=C1)OC)OC 1-tert-Butyl-3-(6-(3,5-dimethoxyphenyl)-2-(but-3-ynylamino)-pyrido[2,3-d]pyrimidin-7-yl)urea